FC1=C(N=CC2=C1N=C(N=C2OCC(F)(F)F)OC[C@]21CCCN1C[C@@H](C2)F)C2=CC(=CC1=CC=C(C(=C21)C=C)F)OCOC 8-fluoro-7-(7-fluoro-3-(methoxymethoxy)-8-vinylnaphthalen-1-yl)-2-(((2R,7aS)-2-fluorotetrahydro-1H-pyrrolizin-7a(5H)-yl)methoxy)-4-(2,2,2-trifluoroethoxy)pyrido[4,3-d]pyrimidine